methyl-N-ethoxy-8-(4,4,5,5-tetramethyl-1,3,2-dioxaborolan-2-yl)tetralin-2-imine CC1C(CCC2=CC=CC(=C12)B1OC(C(O1)(C)C)(C)C)=NOCC